CS(=O)(=O)O.[Ag].[Sn] tin silver methanesulfonic acid